OC=1C=CC=2C(=C3C=CC(C=C3OC2C1)=O)C1=C(C(=O)O)C=CC=C1 2-(3-hydroxy-6-oxoxanthen-9-yl)benzoic acid